OC1=C(C=CC=C1)C1CCN(CC1)[C@H]1CC2(CN(C2)C2=NN=C(O2)C(=O)OCC)CC1 (R)-ethyl 5-(6-(4-(2-hydroxyphenyl)piperidin-1-yl)-2-azaspiro[3.4]octan-2-yl)-1,3,4-oxadiazole-2-carboxylate